C(#C)[C@@H]1CC[C@H](CC1)N(C)C trans-4-ethynyl-N,N-dimethylcyclohexane-1-amine